4-bromo-1-(2-(2,2-dimethyl-1,3-dioxolan-4-yl)ethyl)-1H-pyrazole BrC=1C=NN(C1)CCC1OC(OC1)(C)C